C(C)(C)C1=CC=C(C=C1)C1=CC=CC=C1 4-Isopropylbiphenyl